acrylic acid 10-bromo-decyl ester BrCCCCCCCCCCOC(C=C)=O